N[C@@]1(CN(CC1)C1=C(C=NC=C1C=1NC=2C(=NC=CC2C)N1)C=1C=CC(=C(C#N)C1)F)C 5-{4-[(3S)-3-amino-3-methylpyrrolidin-1-yl]-5-{7-methyl-1H-imidazo[4,5-b]pyridin-2-yl}pyridin-3-yl}-2-fluorobenzonitrile